6-(m-fluorophenyl)-4-{1-[(6-isopropyl-2-pyridyl)methyl]-1H-1,2,3-triazol-4-yl}-2-pyrimidinylamine FC=1C=C(C=CC1)C1=CC(=NC(=N1)N)C=1N=NN(C1)CC1=NC(=CC=C1)C(C)C